COC[C@@H]1N(CC(C1)=O)C(=O)OC(C)(C)C tert-butyl (R)-2-(methoxymethyl)-4-oxopyrrolidine-1-carboxylate